ClC1=CC=C(CC2=CC(=C(C(=N2)C(CCC(=O)O)=O)O)C#N)C=C1 4-[6-(4-Chloro-benzyl)-4-cyano-3-hydroxy-pyridin-2-yl]-4-oxo-butyric acid